COC(\C(=C\OC)\C1=C(C(=CC=C1)Cl)CO\N=C(/COC)\C1=C(C=CC=C1)F)=O methyl-(E)-2-[3-chloro-2-[[(Z)-[1-(2-fluorophenyl)-2-methoxy-ethylidene]amino]oxy-methyl]phenyl]-3-methoxy-prop-2-enoate